sodium (4-methoxymethanesulfonylphenyl)methanesulfonate COCS(=O)(=O)C1=CC=C(C=C1)CS(=O)(=O)[O-].[Na+]